C(C)OC(C=C(C)NCC1=CC=CC=C1)=O 3-(benzylamino)but-2-enoic acid ethyl ester